C1(CC1)C(=O)NC=1C=C2C(=CN=C(C2=CN1)NC)C(=O)NC1=C(C=NC=C1)I 6-(cyclopropanecarboxamido)-N-(3-iodopyridin-4-yl)-1-(methylamino)-2,7-naphthyridine-4-carboxamide